5-Chloro-6-((6,7-dimethoxy-1,5-naphthyridin-4-yl)oxy)pyridin-3-amine ClC=1C=C(C=NC1OC1=CC=NC2=CC(=C(N=C12)OC)OC)N